(1S,3S,5S)-N-((4-carbamimidoylthiophen-2-yl)methyl)-5-methyl-2-((4-(pyridin-3-yloxy)-benzoyl)glycyl)-2-azabicyclo[3.1.0]hexane-3-carboxamide C(N)(=N)C=1C=C(SC1)CNC(=O)[C@H]1N([C@H]2C[C@]2(C1)C)C(CNC(C1=CC=C(C=C1)OC=1C=NC=CC1)=O)=O